5-[4-(7-{3-fluorobicyclo[1.1.1]pentane-1-amido}-5-azaspiro[2.4]heptane-5-carbonyl)piperazin-1-yl]-1-benzofuran-2-carboxamide FC12CC(C1)(C2)C(=O)NC2CN(CC21CC1)C(=O)N1CCN(CC1)C=1C=CC2=C(C=C(O2)C(=O)N)C1